(R)-8-cyano-4-(4,4-diethyl-2-imino-6-oxotetrahydropyrimidin-1(2H)-yl)-N-((S)-2,2-dimethylchroman-4-yl)chromane-6-carboxamide C(#N)C=1C=C(C=C2[C@@H](CCOC12)N1C(NC(CC1=O)(CC)CC)=N)C(=O)N[C@H]1CC(OC2=CC=CC=C12)(C)C